N-(6-methyl-5-(2-(methylamino)-8,9-dihydroimidazo[1',2':1,6]pyrido[2,3-d]pyrimidin-6-yl)pyridin-3-yl)-4-(trifluoromethyl)pyridineamide CC1=C(C=C(C=N1)NC(=O)C1=NC=CC(=C1)C(F)(F)F)C1=CC2=C(N=C(N=C2)NC)N2C1=NCC2